(2-(4-(3-((dimethylamino)methyl)phenyl)-1H-imidazol-2-yl)piperidin-1-yl)-2-(methyl-thio)propan-1-one CN(C)CC=1C=C(C=CC1)C=1N=C(NC1)C1N(CCCC1)C(C(C)SC)=O